CN1C2=C(OCC1)N=C(C=C2)C2=NNC1=CC=CC=C21 3-[1-methyl-2H,3H-pyrido[2,3-b][1,4]oxazin-6-yl]-1H-indazole